7-(prop-1-yn-1-yl)pyrrolo[2,1-f][1,2,4]triazin-4-amine C(#CC)C1=CC=C2C(=NC=NN21)N